[N-](S(=O)(=O)C(F)(F)F)S(=O)(=O)C(F)(F)F.[N-](S(=O)(=O)C(F)(F)F)S(=O)(=O)C(F)(F)F.C(=C)N1CN(C=C1)CC(=O)O 1-vinyl-3-carboxymethyl-imidazole bis(trifluoromethanesulfonimide) salt